5-bromo-4-(difluoromethyl)-N-neopentylpyridin-2-amine BrC=1C(=CC(=NC1)NCC(C)(C)C)C(F)F